C(C)(C)C1=C(NC2=CC=C(C=C12)C1CCN(CC1)CC(C)(O)C)C=1C=C(C=2N(C1)N=NN2)C 1-(4-(3-isopropyl-2-(8-methyltetrazolo[1,5-a]pyridin-6-yl)-1H-indol-5-yl)piperidin-1-yl)-2-methylpropan-2-ol